C(\C=C\C)(=O)OC1CC(NC(C1)(C)C)(C)C 4-crotonyloxy-2,2,6,6-tetramethylpiperidine